4-[2-[2-(octyloxy)phenyl]-6-phenyl-4-pyridinyl]-N,N-dimethylbenzeneamine C(CCCCCCC)OC1=C(C=CC=C1)C1=NC(=CC(=C1)C1=CC=C(C=C1)N(C)C)C1=CC=CC=C1